C1(CC1)C1=CN(C=2N=CN=C(C21)N2[C@H](CN(CC2)C(=O)OC(C)(C)C)C)C2=CC(=C(C=C2)F)OC(F)(F)F tert-butyl (S)-4-(5-cyclopropyl-7-(4-fluoro-3-(trifluoromethoxy)phenyl)-7H-pyrrolo[2,3-d]pyrimidin-4-yl)-3-methylpiperazine-1-carboxylate